FC1=C(C(=CC=C1)OC)C1=NC=CC2=C1CN(C2=O)C2=NC(=CC=C2)N[C@H]2C[C@@H]1COCCN1C2 4-(2-fluoro-6-methoxyphenyl)-2-(6-(((7s,8ar)-hexahydro-1H-pyrrolo[2,1-c][1,4]oxazin-7-yl)amino)pyridin-2-yl)-2,3-dihydro-1H-pyrrolo[3,4-c]pyridin-1-one